ClC1=NC=C(C=C1NS(=O)(=O)C1=CC=CC=C1)C=1C=C2C(=NC1)NC=C2 N-(2-chloro-5-(1H-pyrrolo[2,3-b]pyridin-5-yl)pyridin-3-yl)benzenesulfonamide